The molecule is an oligosaccharide derivative consisting of two 4,6-O-[(1R)-1-carboxyethylidene]-beta-D-galactosyloxy monosaccharide units linked via a dithiodihexyl divalent group. One of a panel of synthetic oligosaccharide derivatives designed to reveal a critical role of the rare aminosugar 2-acetamido-4-amino-2,4-dideoxy-D-fucose (2-acetamido-4-amino-2,4,6-trideoxy-D-galactose; D-AAT) for serotype 1 immune recognition (PMID:29632881). It is an oligosaccharide derivative and an organic disulfide. C[C@]1(OC[C@@H]2[C@H](O1)[C@@H]([C@H]([C@@H](O2)OCCCCCCSSCCCCCCO[C@H]3[C@@H]([C@H]([C@@H]4[C@H](O3)CO[C@@](O4)(C)C(=O)O)O)O)O)O)C(=O)O